F[C@H]1CC2=C(NC(N(C2=O)C2CCOCC2)=O)N[C@H]1C1=CC=2CCC2C=C1F (6S,7S)-6-fluoro-7-(4-fluorobicyclo[4.2.0]octan-1(6),2,4-trien-3-yl)-3-(tetrahydro-2H-pyran-4-yl)-5,6,7,8-tetrahydropyrido[2,3-d]pyrimidine-2,4(1H,3H)-dione